6-(4-amino-2-fluorophenoxy)-5-fluoro-N,N-di-tert-butoxycarbonylpyrimidin-4-amine NC1=CC(=C(OC2=C(C(=NC=N2)N(C(=O)OC(C)(C)C)C(=O)OC(C)(C)C)F)C=C1)F